FC=1C=C2C(=NC=NC2=CC1)NC(C(=O)O)CCN(CCCCC1=NC=2NCCCC2C=C1)CCOC 2-((6-fluoroquinazolin-4-yl)amino)-4-((2-methoxyethyl)(4-(5,6,7,8-tetrahydro-1,8-naphthyridin-2-yl)butyl)amino)butanoic acid